2-bromo-4-(1H-imidazol-1-yl)pyrimidine BrC1=NC=CC(=N1)N1C=NC=C1